C(C)(C)(C)OC(=O)N1CC=2C=CC(=NC2CC1)OCC1=C(N=NN1C1=CC=C(C=C1)C(F)F)C 2-((1-(4-(Difluoromethyl)phenyl)-4-methyl-1H-1,2,3-triazol-5-yl)methoxy)-7,8-dihydro-1,6-naphthyridine-6(5H)-carboxylic acid tert-butyl ester